(7R,14R)-11-(2-(1-((tert-butyldimethylsilyl)oxy)cyclopropyl)pyrimidin-5-yl)-1-hydroxy-6-(methyl-d3)-6,7-dihydro-7,14-methanobenzo[f]benzo[4,5]imidazo[1,2-a][1,4]diazocin-5(14H)-one [Si](C)(C)(C(C)(C)C)OC1(CC1)C1=NC=C(C=N1)C1=CC2=C(N=C3N2[C@H]2C4=C(C(N([C@@H]3C2)C([2H])([2H])[2H])=O)C=CC=C4O)C=C1